Cl.C(C)(=O)NC1=CC=C(N)C=C1 L-4-acetamido-aniline hydrochloride